ClC1=NC=NC=2N(C3=CC(=CC=C3C21)N2CCC(CC2)C=O)C(=O)OC(C)(C)C tert-butyl 4-chloro-7-(4-formylpiperidin-1-yl)-9H-pyrimido[4,5-b]indole-9-carboxylate